[V].[Ag].[C]F Carbon monoFluoride Silver Vanadium